O=S1(N(CCC1)C1=CC2=C(N=C(S2)N[C@H]2C[C@H](CC2)CNC(=O)C2=CC(=NO2)C)C=C1)=O |r| N-[[rac-(1S,3R)-3-[[6-(1,1-dioxo-1,2-thiazolidin-2-yl)-1,3-benzothiazol-2-yl]amino]cyclopentyl]methyl]-3-methylisoxazole-5-carboxamide